N1(C(CC2=CC=CC=C12)([2H])[2H])C(=O)N indole-2,2-d-1-carboxamide